N-(1-Methylazetidin-3-yl)-5,7-diphenylpyrazolo[1,5-a]pyrimidine-2-carboxamide CN1CC(C1)NC(=O)C1=NN2C(N=C(C=C2C2=CC=CC=C2)C2=CC=CC=C2)=C1